C1(CC1)C1=CN(C2=NC=C(C=C21)N2C(NC(CC2)=O)=O)C2CCN(CC2)CC2C(CNCC2)(F)F 1-(3-Cyclopropyl-1-(1-((3,3-difluoropiperidin-4-yl)methyl)piperidin-4-yl)-1H-pyrrolo[2,3-b]pyridin-5-yl)dihydropyrimidine-2,4(1H,3H)-dione